4,N4'-bis(naphthalen-1-yl)-N4,N4'-diphenyl-[1,1'-biphenyl]-4,4'-diamine C1(=CC=CC2=CC=CC=C12)C1(CC=C(C=C1)C1=CC=C(C=C1)N(C1=CC=CC=C1)C1=CC=CC2=CC=CC=C12)NC1=CC=CC=C1